2-azabicyclo[2.2.2]Octane-4-carboxylic acid methyl ester COC(=O)C12CNC(CC1)CC2